ClC1=NC(=NC=C1)OC1CCN(CC1)C=1SC2=C(C(N1)=O)C=C(C=C2[N+](=O)[O-])C(F)(F)F (4-((4-chloropyrimidin-2-yl)oxy)piperidin-1-yl)-8-nitro-6-(trifluoromethyl)-4H-benzo[e][1,3]thiazin-4-one